5-(PYRIDIN-3-YLOXY)PYRIDINE-3-BORONIC ACID N1=CC(=CC=C1)OC=1C=C(C=NC1)B(O)O